C(CC=C)N1C(CCC1=O)=O 1-(but-3-en-1-yl)pyrrolidine-2,5-dione